4-sinapoylquinic acid COC1=CC(=CC(=C1O)OC)/C=C/C(=O)OC2[C@@H](CC(C[C@H]2O)(C(=O)O)O)O